[Sn].[F] Fluorine Tin